6-((2-(Benzyloxycarbonyl)-2-azaspiro[3.3]hept-6-yl)amino)-2-chloropyrimidine-4-carboxylic acid C(C1=CC=CC=C1)OC(=O)N1CC2(C1)CC(C2)NC2=CC(=NC(=N2)Cl)C(=O)O